ClC1=C2C(N(C(=NC2=CC=C1)[C@H](CCC)NC1=NC=NC2=CC=C(C=C12)C#N)C1=CC=CC=C1)=O (S)-4-((1-(5-chloro-4-oxo-3-phenyl-3,4-dihydroquinazolin-2-yl)butyl)amino)quinazoline-6-carbonitrile